3-(fluorodimethylsilyl)butanenitrile F[Si](C(CC#N)C)(C)C